COC1C2C=CC(C1)C2 5-methoxybicyclo[2.2.1]Hept-2-ene